FC(C=1C=C(CNC(=O)C2CCCCC2)C=CC1)(F)F N-(3-(trifluoromethyl)benzyl)cyclohexane-1-carboxamide